FC1(CCC2=C1N=C(N=C2N2C[C@@H]1C([C@@H]1C2)CC(=O)O)N2C(CC2)C)F 2-((1R,5S,6s)-3-(7,7-difluoro-2-(2-methylazetidin-1-yl)-6,7-dihydro-5H-cyclopenta[d]pyrimidin-4-yl)-3-azabicyclo[3.1.0]hexan-6-yl)acetic acid